COC=1C=C(\C=N\NC(=O)C2=NC(=NC=C2)C2=CC=C(C=C2)OCCC)C=C(C1)OC (E)-N'-(3,5-dimethoxybenzylidene)-2-(4-propoxyphenyl)pyrimidine-4-carbohydrazide